7-fluoro-3-(2-(methyl(propyl)amino)ethyl)-1H-indol-5-ol FC=1C=C(C=C2C(=CNC12)CCN(CCC)C)O